5,6,7-Trifluoro-1-methyl-4,9-dihydro-3H-pyrido[3,4-b]indole FC1=C2C3=C(NC2=CC(=C1F)F)C(=NCC3)C